Sodium DimercaptopropaneSulfonate CCC(S)(S)S(=O)(=O)[O-].[Na+]